ClC=1C=NN(C(C1Cl)=O)CC(=O)NC1=CC(=C(C=C1)C)S(N)(=O)=O 2-(4,5-Dichloro-6-oxopyridazin-1(6H)-yl)-N-(4-methyl-3-sulfamoylphenyl)acetamide